FC1=CN=C(C(=N1)C(=O)N)O 6-fluoro-3-hydroxypyrazine-2-formamide